(3R,10R)-7-((2S,5R)-4-acryloyl-2,5-dimethylpiperazin-1-yl)-9-chloro-10-(2-fluoro-6-hydroxyphenyl)-3-(morpholinomethyl)-2,3-dihydro-5H-[1,4]oxazino[2,3,4-ij]quinazolin-5-one C(C=C)(=O)N1C[C@@H](N(C[C@H]1C)C1=NC(N2C3=C(C(=C(C=C13)Cl)C1=C(C=CC=C1O)F)OC[C@H]2CN2CCOCC2)=O)C